(3,5-dichloro-4-((5-isopropyl-6-oxo-1,6-dihydropyridazin-3-yl)oxy)phenyl)-6-methyl-1,2,4-triazine-3,5(2H,4H)-dione ClC=1C=C(C=C(C1OC1=NNC(C(=C1)C(C)C)=O)Cl)N1N=C(C(NC1=O)=O)C